BrC1=CC=C(C=C1)C=1C=C2C=CC(=CC2=CC1)C1=CC2=CC=CC=C2C=C1 6-(4-bromophenyl)-2,2'-binaphthyl